1λ2-piperidin-2-one [N]1C(CCCC1)=O